methyl (E)-2-{2-[6-(2-cyanophenoxy) pyrimidin-4-yloxy] phenyl}-3-methoxyacrylate C(#N)C1=C(OC2=CC(=NC=N2)OC2=C(C=CC=C2)/C(/C(=O)OC)=C\OC)C=CC=C1